FC1=C(C=CC(=C1)F)[C@H](C)NC(CN1C(NC2=CC=CC(=C2C1=O)OC)=O)=O (S)-N-(1-(2,4-difluorophenyl)ethyl)-2-(5-methoxy-2,4-dioxo-1,4-dihydroquinazolin-3(2H)-yl)acetamide